(1R,8S,9s)-bicyclo[6.1.0]non-4-yn-9-ylmethyl (2,5-dioxopyrrolidin-1-yl) carbonate C(OCC1[C@H]2CCC#CCC[C@@H]12)(ON1C(CCC1=O)=O)=O